C(C)(C)N1N=CC=2C=NC(=CC21)NC2=NC=C(C(=N2)N2CCN(CC2)C(=O)NCCOC)C=2OC=NN2 4-(2-((1-isopropyl-1H-pyrazolo[4,3-c]pyridin-6-yl)amino)-5-(1,3,4-oxadiazol-2-yl)pyrimidin-4-yl)-N-(2-methoxyethyl)piperazine-1-carboxamide